1-[4-Benzyloxy-3-(4-bromo-2-methyl-2H-pyrazol-3-yl)-phenyl]-3-(4-chloro-phenyl)-urea C(C1=CC=CC=C1)OC1=C(C=C(C=C1)NC(=O)NC1=CC=C(C=C1)Cl)C=1N(N=CC1Br)C